monoethyl malonate monopotassium salt [K+].C(CC(=O)[O-])(=O)OCC